methylene-6-((4-(N-Boc-3-aminopropyl)-5-phenyl-1H-imidazol-4-yl)methylene)piperazine-2,5-dione C=C1C(NC(C(N1)=O)=CC1(N=CNC1C1=CC=CC=C1)CCCNC(=O)OC(C)(C)C)=O